3,3'-[(7-benzyl-1,4,7-triazonane-1,4-diyl)bis(methylene)]bis[N-(1,2-dihydroxyethyl)-2-hydroxy-5-methylbenzamide] C(C1=CC=CC=C1)N1CCN(CCN(CC1)CC=1C(=C(C(=O)NC(CO)O)C=C(C1)C)O)CC=1C(=C(C(=O)NC(CO)O)C=C(C1)C)O